5-(3-(difluoromethyl)imidazo[1,2-b]pyridazin-6-yl)-2-ethoxy-7H-pyrrolo[2,3-d]pyrimidine FC(C1=CN=C2N1N=C(C=C2)C2=CNC=1N=C(N=CC12)OCC)F